lanthanum neodymium samarium europium thulium [Tm].[Eu].[Sm].[Nd].[La]